BrC=1C=CC=C2C(=NC(=NC12)NC1=NNC=C1)N[C@H](C)C1CC1 (R)-8-bromo-N4-(1-cyclopropylethyl)-N2-(1H-pyrazol-3-yl)quinazoline-2,4-diamine